P(=O)([O-])([O-])[O-].[V+5].[Eu+3].[Y+3] yttrium-europium-vanadium phosphate